N1C2=C(CCC1=O)CN=C2 1H,2H,3H,4H,5H-pyrrolo[3,4-b]pyridin-2-one